CC1=CC=NC=C1[N+](=O)[O-] 4-methyl-5-nitropyridine